(R)-5-((2-amino-3-fluoropyridin-4-yl)methyl)-N-(but-3-en-2-yl)-3,4-difluoro-2-((2-fluoro-4-iodophenyl)amino)benzamide NC1=NC=CC(=C1F)CC=1C(=C(C(=C(C(=O)N[C@H](C)C=C)C1)NC1=C(C=C(C=C1)I)F)F)F